CC1=C2COC(C2=CC=C1[C@@H]1CN(CCN1)CC=1C=NN(C1)C1=NC=CC(=C1)C#N)=O (R)-2-(4-((3-(4-methyl-1-oxo-1,3-dihydroisobenzofuran-5-yl)piperazin-1-yl)methyl)-1H-pyrazol-1-yl)pyridine-4-carbonitrile